4-(6-(2-((R)-2-hydroxy-3-methylbutyryl)-2,7-diazaspiro[4.5]decan-7-yl)pyridin-3-yl)-6-(1-methyl-1H-pyrazol-4-yl)pyrazolo[1,5-a]pyridine-3-carbonitrile O[C@@H](C(=O)N1CC2(CC1)CN(CCC2)C2=CC=C(C=N2)C=2C=1N(C=C(C2)C=2C=NN(C2)C)N=CC1C#N)C(C)C